C(C)(=O)C=1C=C(C=C2C(N(C(=NC12)C#CC=1C=NN(C1)C)C)=O)C 8-Acetyl-3,6-dimethyl-2-((1-methyl-1H-pyrazol-4-yl)ethynyl)quinazolin-4(3H)-one